FC1(CCC(CC1)[C@H](NC(OCC1=CC=CC=C1)=O)C=1N=C2N(N=CC(=N2)C2(CCC(CC2)(F)F)C(NCC(C)(F)F)=O)C1)F Benzyl N-[(S)-(4,4-difluorocyclohexyl){3-[1-(2,2-difluoropropylcarbamoyl)-4,4-difluoro-cyclohexyl]imidazo[1,2-b][1,2,4]triazin-6-yl}methyl]carbamate